NCC=1C(=C(C=CC1)C=1C=CC2=C(C(=CO2)COC2=C(C=CC(=C2)CC)CC(=O)OCC)C1)F ethyl 2-(2-((5-(3-(aminomethyl)-2-fluorophenyl)benzofuran-3-yl)methoxy)-4-ethylphenyl)acetate